C(C)(C)(C)[Si](O[C@@H]1[C@@H](CCCC1)NC=1N=NC(=C2C1COCC2)C2=C(C=C(C=C2)OC(F)(F)F)O)(C)C 2-(4-{[(1R,2S)-2-{[tert-butyldi(methyl)silyl]oxy}cyclohexyl]amino}-7,8-dihydro-5H-pyrano[3,4-d]pyridazin-1-yl)-5-(trifluoromethoxy)phenol